N-(2,2-dimethyl-6-morpholino-3H-benzofuran-5-yl)-2-oxo-1H-pyridine-3-carboxamide CC1(OC2=C(C1)C=C(C(=C2)N2CCOCC2)NC(=O)C=2C(NC=CC2)=O)C